C(C)(C)OC=1C=CC(=NC1)O[C@H]1C(CN(CC1)C1=CC(N(C=2C=CC(=NC12)C#N)C)=O)(C)C |r| (+/-)-8-(4-((5-Isopropoxypyridin-2-yl)oxy)-3,3-dimethylpiperidin-1-yl)-5-methyl-6-oxo-5,6-dihydro-1,5-naphthyridin-2-carbonitril